(1s,4s)-N-(3-Methyl-4-methoxyphenyl)-4-(8-methoxy-5-methyl-2-oxo-1,2-dihydroquinazolin-3(4H)-yl)cyclohexanecarboxamide CC=1C=C(C=CC1OC)NC(=O)C1CCC(CC1)N1C(NC2=C(C=CC(=C2C1)C)OC)=O